ClC=1N=CC(=NC1)CO 5-chloropyrazine-2-methanol